(E)-2-methyl-3-(4-(2-fluoro-4-cyanophenyl)thiophen-2-yl)acrylic acid C/C(/C(=O)O)=C\C=1SC=C(C1)C1=C(C=C(C=C1)C#N)F